4,4,5,5-tetramethyl-2-(naphthalen-2-yl)-1,3,2-dioxaborolane CC1(OB(OC1(C)C)C1=CC2=CC=CC=C2C=C1)C